2-(4-(4-(benzylpiperazin-1-yl)phenyl)-N-phenethylsulfamoyl)benzofuran-2-carboxylate C(C1=CC=CC=C1)C1N(CCNC1)C1=CC=C(C=C1)C1=CC=C(CCNS(=O)(=O)C2(OC3=C(C2)C=CC=C3)C(=O)[O-])C=C1